C(C)N1CN(C=C1)C.C(C)(=O)O acetic acid 1-ethyl-3-methylimidazole salt